butadiene Methyl-methacrylate COC(C(=C)C)=O.C=CC=C